C1(CCC1)[C@H](CO)NC1=NC=C(C(=N1)C1=CNC2=C(C=CC=C12)P(C)(C)=O)C(F)(F)F (R)-(3-(2-((1-cyclobutyl-2-hydroxyethyl)amino)-5-(trifluoromethyl)pyrimidin-4-yl)-1H-indol-7-yl)dimethylphosphine oxide